COC1C(CCC12CC=CC2)(C)C 9-methoxy-8,8-dimethyl-spiro[4.4]Non-2-ene